C1(=CC=C(C=C1)C1=C(C=CC=C1)O)C1=C(C=CC=C1)O p-phenylene-bis-phenol